CCCCC/C=C\\C/C=C\\C/C=C\\C/C=C\\CCCC(=O)NCCC1=CC(=C(C=C1)O)O The molecule is a fatty amide, a member of catechols and a secondary carboxamide. It derives from a dopamine and an arachidonic acid.